FC1=C(C=C(C(=C1)C(F)(F)F)F)NS(=O)(=O)C1=CNC(=C1)C1=C(C=CC(=C1)CO)F N-[2,5-difluoro-4-(trifluoromethyl)phenyl]-5-[2-fluoro-5-(hydroxymethyl)phenyl]-1H-pyrrole-3-sulfonamide